C(NN)(=O)OCC1C2=CC=CC=C2C=2C=CC=CC12 9-Fluorenylmethyl carbazate